COCC1(N(CCC1)C(=O)O)C.CC=1C(=C(C=CC1)CC(=O)N)CO/N=C(/C#CC1=CC=C(C=C1)OC(F)(F)F)\C 2-[3-methyl-2-[[(E)-[1-methyl-3-[4-(trifluoromethoxy)-phenyl]prop-2-ynylidene]amino]oxymethyl]phenyl]acetamide 2-(methoxymethyl)-2-methylpyrrolidine-1-carboxylate